8-(6,7-dimethoxyquinazolin-4-yl)-2-(S-methylsulfonimidoyl)-2,8-diazaspiro[4.5]decane COC=1C=C2C(=NC=NC2=CC1OC)N1CCC2(CCN(C2)S(=O)(=N)C)CC1